ClC1=C(C=CC(=C1)C)C(CNC(C1=CC(=NC=C1S(=O)(=NC)C1=C(C(=CC=C1)C1CC1)F)C)=O)(F)F N-[2-(2-chloro-4-methylphenyl)-2,2-difluoroethyl]-5-[S-(3-cyclopropyl-2-fluorophenyl)-N-methyl-sulfonimidoyl]-2-methylisonicotinamide